N1CC(C1)NC=1N=C(C2=C(N1)N=CC=C2)NCC2=C(C=CC=C2)C(F)(F)F N2-(azetidin-3-yl)-N4-(2-(trifluoromethyl)benzyl)pyrido[2,3-d]pyrimidine-2,4-diamine